2-Ethyl-4-(4-methylpiperazin-1-yl)aniline C(C)C1=C(N)C=CC(=C1)N1CCN(CC1)C